chloroallylpalladium(II) ClC=CC[Pd+]